CN(C=1OC=NN1)C N,N-dimethyl-1,3,4-oxadiazol-2-amine